The molecule is the conjugate base of 3',4',5,7-tetrahydroxy-3-methoxyflavone arising from selective deprotonation of the 7-hydroxy group; major species at pH 7.3. It is a conjugate base of a 3',4',5,7-tetrahydroxy-3-methoxyflavone. COC1=C(OC2=CC(=CC(=C2C1=O)O)O)C3=CC(=C(C=C3)[O-])O